1-(3-(5-fluoropyrimidin-2-yl)benzyl)-4-hydroxycyclopentane-1-carboxylic acid methyl ester COC(=O)C1(CCC(C1)O)CC1=CC(=CC=C1)C1=NC=C(C=N1)F